C1(CC1)[Bi](O[Bi](C1CC1)(C1CC1)(C1CC1)C1CC1)(C1CC1)(C1CC1)C1CC1 tetracyclopropyl-λ5-bismuthanyloxy(tetracyclopropyl)-λ5-bismuthane